CC1=NC(=NO1)C1=NC=C(C=N1)OC1=CC=C(C=C1)C(C)(C)C1=CC=C(C=N1)OC1CC(C1)NC(OC(C)(C)C)=O tert-butyl ((1r,3r)-3-((6-(2-(4-((2-(5-methyl-1,2,4-oxadiazol-3-yl)pyrimidin-5-yl)oxy)phenyl)propan-2-yl)pyridin-3-yl)oxy)cyclobutyl)carbamate